(rac)-tert-butyl 5-(7-bromo-1H-benzo[d]imidazole-4-carbonyl)-2-(4-isopropylphenyl)-4,5,5a,6,8,9-hexahydro-1,2a,5,7-tetraazabenzo[cd]azulene-7(3H)-carboxylate BrC1=CC=C(C2=C1NC=N2)C(=O)N2CCN1C(=NC=3CCN(C[C@@H]2C13)C(=O)OC(C)(C)C)C1=CC=C(C=C1)C(C)C |r|